NC1=C(N=CC(=N1)N1CC2=C([C@H](CC1)N)C=CC=C2)SC2=C(C(=NC=C2)N)Cl (S)-2-(6-amino-5-((2-amino-3-chloropyridin-4-yl)thio)pyrazin-2-yl)-2,3,4,5-tetrahydro-1H-benzo[c]azepin-5-amine